1-benzyl-3-methyl-imidazole chloride [Cl-].C(C1=CC=CC=C1)N1CN(C=C1)C